C1(CCCCC1)C=1C=C(C(=O)NC2=CC=C(C=C2)S(=O)(=O)N2CCCC2)C=CC1OC 3-Cyclohexyl-4-methoxy-N-(4-(pyrrolidin-1-ylsulfonyl)phenyl)benzamide